S(=O)(=O)([O-])[O-].[Al+3].[Na+].S(=O)(=O)([O-])[O-] Natrium-Aluminium Sulfat